FC(S(=O)(=O)OC1=CC2=CC=CC=C2C(=C1)C1(CC1)NC(C1=C(C=CC(=C1)OCC1N(CC1)C)C)=O)(F)F 4-(1-(2-Methyl-5-((1-methylazetidin-2-yl)methoxy)benzamido)cyclopropyl)naphthalen-2-yl trifluoromethanesulfonate